tert-butyl N-[2,4-difluoro-3-([[3-methyl-4-(1-methylpiperidin-4-yl)-1-(oxan-2-yl)pyrazolo[3,4-b]pyridin-5-yl]oxy]methyl)phenyl]-N-(5-fluoro-2-methoxypyridin-3-ylsulfonyl)carbamate FC1=C(C=CC(=C1COC=1C(=C2C(=NC1)N(N=C2C)C2OCCCC2)C2CCN(CC2)C)F)N(C(OC(C)(C)C)=O)S(=O)(=O)C=2C(=NC=C(C2)F)OC